4-methoxybenzoyl-1,2,3,4-tetrahydroisoquinoline-6-carboxylic Acid COC1=CC=C(C(=O)C2NCCC3=CC(=CC=C23)C(=O)O)C=C1